1-((3aR,5r,6aS)-5-((5-(cinnolin-6-yl)-7H-pyrrolo[2,3-d]pyrimidin-2-yl)amino)hexahydrocyclopenta[c]pyrrol-2(1H)-yl)ethan-1-one N1=NC=CC2=CC(=CC=C12)C1=CNC=2N=C(N=CC21)NC2C[C@@H]1[C@@H](CN(C1)C(C)=O)C2